((2R,3S,5R)-5-(6-amino-2-fluoro-9H-purin-9-yl)-2-ethynyl-3-hydroxytetrahydrofuran-2-yl)methyl 4-(methyl(((5-methyl-2-oxo-1,3-dioxol-4-yl)methoxy)carbonyl)amino)butanoate CN(CCCC(=O)OC[C@]1(O[C@H](C[C@@H]1O)N1C2=NC(=NC(=C2N=C1)N)F)C#C)C(=O)OCC=1OC(OC1C)=O